CCCCC/C=C\C/C=C\C/C=C\C/C=C\CCCC(=O)OC[C@H](COP(=O)([O-])OCC[N+](C)(C)C)OC(=O)CC/C=C\C/C=C\C/C=C\C/C=C\C/C=C\C/C=C\CC 1-(5Z,8Z,11Z,14Z-eicosatetraenoyl)-2-(4Z,7Z,10Z,13Z,16Z,19Z-docosahexaenoyl)-glycero-3-phosphocholine